benzyl 3,9-diazabicyclo[4.2.1]nonane-9-carboxylate C12CNCCC(CC1)N2C(=O)OCC2=CC=CC=C2